3-(5-((1-(2-(4-(3-((4-([1,1'-biphenyl]-3-yl)-5-chloropyrimidin-2-yl)amino)cyclohexane-1-carbonyl)piperazin-1-yl)ethyl)piperidin-4-yl)oxy)-1-oxoisoindolin-2-yl)piperidine-2,6-dione C1(=CC(=CC=C1)C1=NC(=NC=C1Cl)NC1CC(CCC1)C(=O)N1CCN(CC1)CCN1CCC(CC1)OC=1C=C2CN(C(C2=CC1)=O)C1C(NC(CC1)=O)=O)C1=CC=CC=C1